O1C(C=CCC1)=O 5,6-dihydro-2-pyranone